C(C)S(=O)(=O)C1=C(N=C2N1C=C(C=C2)OC)NCC2=C(C(=O)O)C=C(C=C2)OC(F)(F)F 2-[[(3-ethylsulfonyl-6-methoxy-imidazo[1,2-a]pyridin-2-yl)amino]methyl]-5-(trifluoromethoxy)benzoic acid